C(CCCCC)(=O)C1=CC=CC=C1 caproyl-benzene